N,N'-ditetradecyl-N,N,N',N'-tetramethylhexane-1,6-diaminium dibromide [Br-].[Br-].C(CCCCCCCCCCCCC)[N+](CCCCCC[N+](C)(C)CCCCCCCCCCCCCC)(C)C